bis[4-(6-hydroxyhexyl) thiophenyl] thioether OCCCCCCSC1=CC=C(C=C1)SC1=CC=C(C=C1)SCCCCCCO